ClC1=C(C=CC=C1)[C@H]1C(C[C@H](N1C(=O)C1=CC=C(C=C1)C1=C(C=CC=C1)OC)C(=O)O)C#N (2S,5R)-5-(2-chlorophenyl)-4-cyano-1-(2'-methoxy-[1,1'-biphenyl]-4-carbonyl)pyrrolidine-2-carboxylic acid